2,4-bis(benzyloxy)-5-isopropyl-N-(4-(morpholinylmethyl)phenyl)benzamide C(C1=CC=CC=C1)OC1=C(C(=O)NC2=CC=C(C=C2)CN2CCOCC2)C=C(C(=C1)OCC1=CC=CC=C1)C(C)C